(1S,2S,3R,5R)-3-((5-chloro-4-(4-fluoro-2-(2-hydroxypropan-2-yl)-1-isopropyl-1H-benzo[d]imidazol-6-yl)pyrimidin-2-yl)amino)-8-(methylsulfonyl)-6-oxa-8-azabicyclo[3.2.1]octan-2-ol ClC=1C(=NC(=NC1)N[C@H]1[C@@H]([C@@H]2CO[C@H](C1)N2S(=O)(=O)C)O)C=2C=C(C1=C(N(C(=N1)C(C)(C)O)C(C)C)C2)F